2-chlorophenethyl 2,4,6-tri-O-acetyl-3-deoxy-3-[4-(3,4,5-trifluorophenyl)-1H-1,2,3-triazol-1-yl]-1-thio-α-D-galactopyranoside C(C)(=O)O[C@H]1[C@@H](SCCC2=C(C=CC=C2)Cl)O[C@@H]([C@@H]([C@@H]1N1N=NC(=C1)C1=CC(=C(C(=C1)F)F)F)OC(C)=O)COC(C)=O